BrC=1C=C(C=2C=CN(C2C1)CC(F)(F)F)C(=O)OC methyl 6-bromo-1-(2,2,2-trifluoroethyl)indole-4-carboxylate